CC=1C(=C(N)C=CC1)N1CC(CC1)C1=CC=CC=C1 3-methyl-2-(3-phenylpyrrolidin-1-yl)aniline